1-(2-bromo-4-chlorophenyl)-4-(trifluoromethyl)-1H-imidazole BrC1=C(C=CC(=C1)Cl)N1C=NC(=C1)C(F)(F)F